N-[3-(4-amino-7-methyl-7H-pyrrolo[2,3-d]pyrimidin-5-yl)-2-fluoro-phenyl]-4-ethoxy-3-methyl-benzenesulfonamide NC=1C2=C(N=CN1)N(C=C2C=2C(=C(C=CC2)NS(=O)(=O)C2=CC(=C(C=C2)OCC)C)F)C